1-(1,3-Dithian-2-yl)-4,4-dimethyl-2-phenylpent-2-en-1-one S1C(SCCC1)C(C(=CC(C)(C)C)C1=CC=CC=C1)=O